4-((4-cyclopropyl-2-(N-methyl-cyclopropylsulfonamido)phenyl)amino)-N-ethoxy-6-(pyrimidin-4-yl-amino)nicotinamide C1(CC1)C1=CC(=C(C=C1)NC1=CC(=NC=C1C(=O)NOCC)NC1=NC=NC=C1)N(S(=O)(=O)C1CC1)C